BrC=1C=CC(=NC1)O[C@@H]1C[C@@H]2CN([C@H]1CC2)C(=O)C=2C(=NC=C(C2)C)C2=NC=CC=N2 ((1S,4R,6R)-6-((5-bromopyridin-2-yl)oxy)-2-azabicyclo[2.2.2]oct-2-yl)(5-methyl-2-(pyrimidin-2-yl)pyridin-3-yl)methanone